lactosyl-urea C1([C@H](O)[C@@H](O)[C@H](O[C@H]2[C@H](O)[C@@H](O)[C@@H](O)[C@H](O2)CO)[C@H](O1)CO)NC(=O)N